C(C)(=O)OC1C=CCCOC(CCCCC1)=O 12-oxooxacyclododec-4-en-6-yl acetate